7-isopropyl-3-(2,3,5-trifluorophenyl)-3H-[1,2,3]triazolo[4,5-b]pyridine-6-carboxylic acid C(C)(C)C1=C2C(=NC=C1C(=O)O)N(N=N2)C2=C(C(=CC(=C2)F)F)F